FC1=CC=C(C=C1)C1(CC1)CN1N=C2N(CCCC2)C1=O (5S)-2-{[1-(4-Fluorophenyl)cyclopropyl]methyl}-3-oxo-2,3,5,6,7,8-hexahydro[1,2,4]triazolo[4,3-a]pyridin